NC1=C(C=CC=C1O)O 2-amino-1,3-dihydroxybenzene